2-(4,6-difluorobenzofuran-5-yl)-4,5-dimethylmorpholine FC1=C(C(=CC2=C1C=CO2)F)C2CN(C(CO2)C)C